[Mg].C1(C(C=CC=C1)C)(C)O.[Ca] calcium xylenol magnesium